[Cl-].[Cl-].C[Si](=[Ti+2](C1C(=CC2=C(C=CC=C12)C1=CC=CC2=CC=CC=C12)C)C1C(=CC2=C(C=CC=C12)C1=CC=CC2=CC=CC=C12)C)C dimethylsilylenebis(2-methyl-4-naphthylindenyl)titanium dichloride